7-(isopropyl(methyl)amino)-N-(4-phenylthiazol-2-yl)heptanamide C(C)(C)N(CCCCCCC(=O)NC=1SC=C(N1)C1=CC=CC=C1)C